7-(2,5-difluorophenyl)-1H,2H,3H-pyrido[3,4-b][1,4]oxazine FC1=C(C=C(C=C1)F)C1=CC2=C(OCCN2)C=N1